C(C)(=O)OCC(C)(C)C1=NC=C(C=C1)C(N(C1=C(C=C(C=C1)F)S(=O)(=O)C)CC1=CC=C2C=C(C(=NC2=C1)N)Cl)=O 2-(5-{[(2-amino-3-chloroquinolin-7-yl)methyl](4-fluoro-2-methanesulfonylphenyl)carbamoyl}pyridin-2-yl)-2-methylpropyl acetate